C(C1=CC=CC=C1)O[C@@H]([C@H](CCC(N)=O)NC(OC(C)(C)C)=O)C tert-butyl N-[(3S,4R)-4-(benzyloxy)-1-carbamoylpentan-3-yl]carbamate